3-methyl-1-octanol CC(CCO)CCCCC